C1N(CC12CNC2)CC2=NC(=NO2)C2=CC=CC=C2 5-(2,6-diazaspiro[3.3]heptan-2-ylmethyl)-3-phenyl-1,2,4-oxadiazole